CC=1OC2=C(C1)C=C(C=C2)OCC2=NC=CC=C2C 2-methyl-5-((3-methylpyridin-2-yl)methoxy)benzofuran